1,1,1,4,4,5,5,5-octafluoropent-2-ene FC(C=CC(C(F)(F)F)(F)F)(F)F